C1(CCC1)N1C2CC(CC1CC2)N2CCC(CC2)C=2C=C(C1=C(N(C(=N1)C=1C=C(C=3N(C1)N=CN3)OC)C)C2)C 6-(6-(1-(8-cyclobutyl-8-azabicyclo[3.2.1]oct-3-yl)piperidin-4-yl)-1,4-dimethyl-1H-benzo[d]imidazol-2-yl)-8-methoxy-[1,2,4]triazolo[1,5-a]pyridine